2-[(4R,6S)-6-(hydroxymethyl)-2,2-dimethyl-1,3-dioxane-4-yl]acetic acid tert-butyl ester C(C)(C)(C)OC(C[C@@H]1OC(O[C@@H](C1)CO)(C)C)=O